COC(C=COC)=O 3-methoxypropenoic acid methyl ester